BrC=1N=C(N2C1C(N(CC2)C(=O)C2=CC=C(C=C2)F)C)C=2SC=C(N2)C(F)(F)F (1-Bromo-8-methyl-3-(4-(trifluoromethyl)thiazol-2-yl)-5,6-dihydroimidazo[1,5-a]pyrazine-7(8H)-yl)(4-fluorophenyl)methanone